2-(1-(1-(methylsulfonyl)piperidin-4-yl)-1H-pyrazol-4-yl)benzonitrile CS(=O)(=O)N1CCC(CC1)N1N=CC(=C1)C1=C(C#N)C=CC=C1